4-(4-(6-(Difluoromethyl)imidazo[1,2-b]pyridazin-3-yl)pyridin-2-yl)morpholine-2-carboxamide FC(C=1C=CC=2N(N1)C(=CN2)C2=CC(=NC=C2)N2CC(OCC2)C(=O)N)F